NC1=C(C=C(C=C1)N1N=C(C=C1NC(=O)NC1=C(C=C(C=C1)OC1=NC=NC(=C1C#N)N)C)C(C)(C)C)OC 1-(1-(4-amino-3-methoxyphenyl)-3-(tert-butyl)-1H-pyrazol-5-yl)-3-(4-((6-amino-5-cyanopyrimidine-4-yl)oxy)-2-methylphenyl)urea